ClC1=C(OC(=O)NC=2C=CC3=C(C4=C(O3)C=C(C=C4)S(=O)(=O)N[C@H](C(=O)O)C(C)C)C2)C=CC=C1 (S)-2-(8-((2-chlorophenoxy)carbonylamino)dibenzo[b,d]furan-3-sulfonamido)-3-methyl-butanoic acid